methyl 6-[3-[2-(2-oxoethoxy) ethoxy]phenoxy]pyridine-3-carboxylate O=CCOCCOC=1C=C(OC2=CC=C(C=N2)C(=O)OC)C=CC1